2-(((3-(3,5-di-tert-butyl-4-hydroxyphenyl)propionyl)oxy)methyl)propionyl chloride C(C)(C)(C)C=1C=C(C=C(C1O)C(C)(C)C)CCC(=O)OCC(C(=O)Cl)C